C(C1=CC=CC=C1)SC1=C(C(=O)OC)C=C(C=C1)Cl methyl 2-(benzylsulfanyl)-5-chlorobenzoate